C1(CC1)C1=NC(=NO1)C1(CCN(CC1)C(=O)N[C@H]1C(CCC[C@@H]1O[C@@H]1CN(CC1)CC(C)C)(F)F)C 4-(5-Cyclopropyl-1,2,4-oxadiazol-3-yl)-N-[(1r,6S)-2,2-difluoro-6-{[(3S)-1-(2-methylpropyl)pyrrolidin-3-yl]oxy}cyclohexyl]-4-methylpiperidine-1-carboxamide